(trans)-3-[3-fluoro-5-(4,4,5,5-tetramethyl-1,3,2-dioxaborolan-2-yl)-7-(trifluoromethyl)-1H-indazol-1-yl]-1-methylcyclobutanol FC1=NN(C2=C(C=C(C=C12)B1OC(C(O1)(C)C)(C)C)C(F)(F)F)C1CC(C1)(O)C